(S)-1-(2,5-dimethoxy-4-(methylthio)phenyl)propan-2-amine COC1=C(C=C(C(=C1)SC)OC)C[C@H](C)N